o-hydroxyphenol OC1=C(C=CC=C1)O